5-(4-aminopiperazin-1-yl)-3-methyl-2,3-dihydro-1,4-benzodioxine NN1CCN(CC1)C1=CC=CC=2OCC(OC21)C